ethyl 4-(benzyloxy)-2-(trifluoromesyloxy)-1-naphthoate C(C1=CC=CC=C1)OC1=CC(=C(C2=CC=CC=C12)C(=O)OCC)OS(=O)(=O)C(F)(F)F